2-(4-methyl-3-pentenyl)-6-chloro-9-methacryloyloxy-10-methoxy-1,2,3,4-tetrahydroanthracene CC(=CCCC1CC2=C(C3=CC=C(C=C3C(=C2CC1)OC)Cl)OC(C(=C)C)=O)C